O1C(C1)CN1C(=NC=C1)N 1-(2-oxiranylmethyl)-1H-imidazol-2-amine